methyl 7-{2-[2-(2-aminoethoxy)-ethoxy]ethoxy}heptanoate NCCOCCOCCOCCCCCCC(=O)OC